O=C1NC(CCC1N1C(C2=CC=C(C=C2C1=O)N1CCC(CC1)N1CCN(CC1)C1=CC=C(C=C1)NC1=NC=CC(=N1)C1=CC(=C(CNC(=O)N2CC(C2)OC(C)C)C=C1)C)=O)=O N-(4-(2-((4-(4-(1-(2-(2,6-dioxopiperidin-3-yl)-1,3-dioxoisoindolin-5-yl)piperidin-4-yl)piperazin-1-yl)phenyl)amino)pyrimidin-4-yl)-2-methylbenzyl)-3-isopropoxyazetidine-1-carboxamide